C(C)(C)(C)OC(=O)N1CC2N(C3=C(OC2)N=CC=C3)CC1 tetrahydropyrazino[1,2-d]pyrido[2,3-b][1,4]oxazine-3(4H)-carboxylic acid tert-butyl ester